N-((3-chloro-4-fluorophenyl)(5-methyl-4-(methylsulfonyl)-1H-imidazol-2-yl)methyl)pyridin-2-amine ClC=1C=C(C=CC1F)C(NC1=NC=CC=C1)C=1NC(=C(N1)S(=O)(=O)C)C